ClC1=C(C(=O)NCCNC2=NC(=NC(=C2)NC2=CC=C(C=C2)N2CCOCC2)S(=O)C)C=CC(=C1)Cl 2,4-dichloro-N-(2-(2-(methylsulfinyl)-6-(4-morpholinophenylamino)pyrimidin-4-ylamino)ethyl)benzamide